6-(((1-(2-(azepan-1-yl)ethyl)-1H-1,2,3-triazol-4-yl)methyl)amino)-8-chloro-4-((3-chloro-4-fluorophenyl)amino)quinoline-3-carbonitrile N1(CCCCCC1)CCN1N=NC(=C1)CNC=1C=C2C(=C(C=NC2=C(C1)Cl)C#N)NC1=CC(=C(C=C1)F)Cl